C1(CC1)C(=O)N1CCN(CC1)C(=O)C=1C=C(CC2=NNC(C3=CC=CC=C23)=O)C=CC1F 4-(3-(1-(cyclopropylcarbonyl)piperazine-4-carbonyl)-4-fluorobenzyl)phthalazin-1(2H)-one